difluorodimethylglyoxime FON=C(C(=NOF)C)C